C(C)N(C(C(F)(F)F)=O)C[C@H](C)OC1=C(C(=NN1C)COC)C1=CC=2C(C(=N1)C)=NN(C2C=C)C2OCCCC2 N-ethyl-2,2,2-trifluoro-N-((2S)-2-((3-(methoxymethyl)-1-methyl-4-(7-methyl-2-(tetrahydro-2H-pyran-2-yl)-3-vinyl-2H-pyrazolo[3,4-c]pyridin-5-yl)-1H-pyrazol-5-yl)oxy)propyl)acetamide